4-(4-chlorophenyl)-6-(4-(methylsulfonyl)piperazin-1-yl)pyrimidine-2-carbonitrile ClC1=CC=C(C=C1)C1=NC(=NC(=C1)N1CCN(CC1)S(=O)(=O)C)C#N